C(C)[C@H]1[C@H](NC([C@H]1F)=O)COC1=NC=CC2=CC(=C(C=C12)OC)C(=O)N t-1-(((2S,3S,4S)-3-ethyl-4-fluoro-5-oxopyrrolidin-2-yl)methoxy)-7-methoxyisoquinoline-6-carboxamide